C(C)N1C2=C(N(C(C(C1)(F)F)=O)C)C=NC(=N2)NC2=CC(=C(C(=O)N)C=C2OC)F 4-((9-ethyl-7,7-difluoro-5-methyl-6-oxo-6,7,8,9-tetrahydro-5H-pyrimido[4,5-b][1,4]diazepin-2-yl)amino)-2-fluoro-5-methoxybenzamide